(S)-5-((R)-2-((N-hydroxyformamido)methyl)hexylcarbonyl)-N-(pyrazin-2-yl)-5-azaspiro[2.4]heptane-6-amide ON(C=O)C[C@@H](CC(=O)N1CC2(CC2)C[C@H]1C(=O)NC1=NC=CN=C1)CCCC